BrC=1C=C2C=C(C(=NC2=CC1)OC)CN (6-bromo-2-methoxyquinolin-3-yl)methanamine